C(CC(O)(C(=O)[O-])CC(=O)[O-])(=O)[O-].[Mg+2].[Mg+2].[Mg+2].C(CC(O)(C(=O)[O-])CC(=O)[O-])(=O)[O-] Trimagnesium Citrate